2-(4-chloro-1-isopropyl-1H-pyrazol-5-yl)-4-(4-(1-ethyl-4-(trifluoromethyl)-1H-imidazol-2-yl)phenoxy)-4,5,6,7-tetrahydropyrazolo[1,5-a]pyridine ClC=1C=NN(C1C1=NN2C(C(CCC2)OC2=CC=C(C=C2)C=2N(C=C(N2)C(F)(F)F)CC)=C1)C(C)C